COC1=NC2=CC=CC=C2C=C1C1=CN=C(N1)[C@H](CCCCNC(C1=C(C=CC=C1)SC)=O)NC(=O)C1CN(C1)C (S)-N-(1-(5-(2-methoxyquinolin-3-yl)-1H-imidazol-2-yl)-5-(2-(methylthio)benzamido)pentyl)-1-methylazetidine-3-carboxamide